2-amino-1,4-dihydroxybenzene NC1=C(C=CC(=C1)O)O